endo-isoleucine N[C@@H]([C@@H](C)CC)C(=O)O